tert-butyl (R)-3-((5-(4-(methylcarbamoyl)oxazol-2-yl)-1-((2-(trimethylsilyl)ethoxy) methyl)-1H-pyrrolo[2,3-b]pyridin-4-yl)amino)piperidine-1-carboxylate CNC(=O)C=1N=C(OC1)C=1C(=C2C(=NC1)N(C=C2)COCC[Si](C)(C)C)N[C@H]2CN(CCC2)C(=O)OC(C)(C)C